C1=CC=CC=2C3=CC=CC=C3C(C12)COC(=O)N[C@@](CCOCCOCCOCCNC(OC(C)(C)C)=O)(C(=O)OCC)CC ethyl (S)-17-((((9H-fluoren-9-yl)methoxy)carbonyl)amino)-17-ethyl-2,2-dimethyl-4-oxo-3,8,11,14-tetraoxa-5-azaoctadecan-18-oate